C(C)OC1=CC=C(C=C1)NC1N(C(=NC(=N1)N)N1CCOCC1)C1=CC=C(C=C1)OCC N,N1-Bis-(4-ethoxyphenyl)-6-morpholine-4-yl-[1,3,5]triazine-2,4-diamine